4-(6-Amino-4-methoxy-pyridin-3-yl)-piperazin NC1=CC(=C(C=N1)N1CCNCC1)OC